CC=1N=C(SC1C(=O)O)C1=CC=CC=C1 4-methyl-2-phenylthiazole-5-carboxylic acid